ClC1=C(C=CC2=C1C(=NCC(N2)=O)C2=C(C=CC(=C2)O)F)Cl 6,7-dichloro-5-(2-fluoro-5-hydroxy-phenyl)-1,3-dihydro-1,4-benzodiazepin-2-one